[Si](C1=CC=CC=C1)(C1=CC=CC=C1)(C(C)(C)C)OCCCC1=NN(C(=N1)C1=CC=C(C=C1)F)C1=C2C(=NC=C1)N(C(=C2)C2=CC=CC=C2)COC 3-{3-[(tert-butyldiphenylsilyl)oxy]propyl}-5-(4-fluorophenyl)-1-[1-(methoxymethyl)-2-phenylpyrrolo[2,3-b]pyridin-4-yl]-1,2,4-triazole